NC1CCN(CC1)C=1N(C(C(=C(N1)C1=CC(=C(C#N)C=C1)F)C1=CC(=C(C=C1)OC)F)=O)C 4-[2-(4-amino-piperidin-1-yl)-5-(3-fluoro-4-methoxy-phenyl)-1-methyl-6-oxo-1,6-dihydro-pyrimidin-4-yl]-2-fluoro-benzonitrile